CN(CC(=O)OC)C(=O)OC=1C=CC(=C2C=CC=NC12)[N+](=O)[O-] Methyl 2-(methyl((5-nitroquinolin-8-yloxy) formyl)amino)acetate